1-β-D-ribofuranosyl-5-nitroindole [C@@H]1([C@H](O)[C@H](O)[C@H](O1)CO)N1C=CC2=CC(=CC=C12)[N+](=O)[O-]